C(#N)[C@H]1N(CC(C1)(F)F)C(CNC(=O)C1=CC=NC2=CC=C(C=C12)C=1C=CC(=C(OCCCN2CCN(CC2)C(CNC(OC(C)(C)C)=O)=O)C1)OC)=O (S)-tert-butyl (2-(4-(3-(5-(4-((2-(2-cyano-4,4-difluoropyrrolidin-1-yl)-2-oxoethyl)carbamoyl)quinolin-6-yl)-2-methoxyphenoxy)propyl)piperazin-1-yl)-2-oxoethyl)carbamate